(2R)-3-Methyl-2-butanol CC([C@@H](C)O)C